rel-(R)-7-((5-(4-hydroxypiperidin-1-yl)pyridin-2-yl)amino)-4-(7-methyl-5,6,7,8-tetrahydroimidazo[1,2-a]pyridin-3-yl)isoindolin-1-one OC1CCN(CC1)C=1C=CC(=NC1)NC=1C=CC(=C2CNC(C12)=O)C1=CN=C2N1CC[C@H](C2)C |o1:31|